(4,5,6,7-tetrahydropyrazolo[1,5-a]pyridin-2-yl)methyl ((2-(2,6-dioxopiperidin-3-yl)-4-fluoro-7-methyl-3-oxoisoindolin-5-yl)methyl)carbamate O=C1NC(CCC1N1CC2=C(C=C(C(=C2C1=O)F)CNC(OCC1=NN2C(CCCC2)=C1)=O)C)=O